2-(2-((tert-butyldimethylsilyloxy)ethoxy)ethylOxy)ethanol [Si](C)(C)(C(C)(C)C)OCCOCCOCCO